caprylic vanillylamide C(C1=CC(OC)=C(O)C=C1)NC(CCCCCCC)=O